ClC1=C(C=CC=C1Cl)C=1N=C(NC1C1=CC=CC=C1)CC1=CSC=C1 4-(2,3-Dichlorophenyl)-5-phenyl-2-(3-thienylmethyl)imidazole